FC(OC1=CC=C(C=C1)C=1C=CC(=C2CCOC21)C#N)(F)F 7-[4-(trifluoromethoxy)phenyl]-3H-benzofuran-4-carbonitrile